C(=O)O.O1CCN(CC1)C(C)(C)C1=CC=C(COC2=C3CN(C(C3=CC=C2)=O)[C@@H]2C(NC(CC2)=O)=O)C=C1 (S)-3-(4-((4-(2-morpholinopropan-2-yl)benzyl)oxy)-1-oxoisoindolin-2-yl)piperidine-2,6-dione formate